4,5-dihydroimidazolium N1C=[NH+]CC1